2-amino-5-(1H-imidazol-2-ylamino)pentanoic acid NC(C(=O)O)CCCNC=1NC=CN1